FC(OC=1C(=CC(=NC1)C)NC1=NNC2=CC(=CC=C12)[C@@H]1C[C@@]12C(NC1=CC=C(C=C21)OC)=O)F (1R,2S)-2-(3-{[5-(difluoromethoxy)-2-methylpyridin-4-yl]amino}-1H-indazol-6-yl)-5'-methoxyspiro[cyclopropan-1,3'-indol]-2'(1'H)-one